β-phenethyl alcohol C1=CC=C(C=C1)CCO